6-(2-Chlorophenyl)-3-(5-methylisoquinolin-4-yl)thieno[3,2-d]pyrimidine-2,4(1H,3H)-dione ClC1=C(C=CC=C1)C1=CC=2NC(N(C(C2S1)=O)C1=CN=CC2=CC=CC(=C12)C)=O